BrC1=CC(=C(CNC(=O)C2CCN(CC2)CC2=CC=C(C=C2)F)C=C1)OC(F)(F)F N-(4-bromo-2-(trifluoromethoxy)benzyl)-1-(4-fluorobenzyl)piperidine-4-carboxamide